C(OCOCC([C@H](C[C@H]1C(NCC1)=O)NC([C@@H](NC(=O)C=1NC2=CC=CC(=C2C1)OC)CC(C)C)=O)=O)(OC(C)C)=O ({(3S)-3-({N-[(4-methoxy-1H-indol-2-yl)carbonyl]-L-leucyl}amino)-2-oxo-4-[(3S)-2-oxopyrrolidin-3-yl]butyl}oxy)methyl propan-2-yl carbonate